COC([C@@H](N)CC(C)=O)=O 3-acetylalanine methyl ester